FC1(CC(C1)C1=NC2=C(N1C[C@H](C)OCC)C=C(C=C2)C=2C=C(C(N(C2)C)=O)C)F (S)-5-(2-(3,3-Difluorocyclobutyl)-1-(2-ethoxypropyl)-1H-benzo[d]imidazol-6-yl)-1,3-dimethylpyridin-2(1H)-one